N1(CCNCC1)CC=1C=CC2=C(N=C(O2)C2=C(C=CC=C2)NC(=O)C2=NC3=CC=CC=C3N=C2)C1 N-(2-(5-(Piperazin-1-ylmethyl)benzo[d]oxazol-2-yl)phenyl)quinoxaline-2-carboxamide